bis(2-pyridyl)-phenyl-methane N1=C(C=CC=C1)C(C1=CC=CC=C1)C1=NC=CC=C1